CN1CCC(CC1)NC(=O)C=1C=NN2C1C=C(C=C2)C2=CNC1=NC=C(C=C12)C=1C(=NN(C1C)C)C N-(1-methylpiperidin-4-yl)-5-(5-(1,3,5-trimethyl-1H-pyrazol-4-yl)-1H-pyrrolo[2,3-b]pyridin-3-yl)pyrazolo[1,5-a]pyridine-3-carboxamide